5-chloro-4-(((1R,4R)-4-((2,2-difluoro-ethyl)amino)cyclohexyl)methoxy)-N-(3-morpholino-phenyl)pyrimidin-2-amine ClC=1C(=NC(=NC1)NC1=CC(=CC=C1)N1CCOCC1)OCC1CCC(CC1)NCC(F)F